2-Fluoro-N-methyl-4-(7-(quinolin-6-ylmethyl)imidazo[1,2-b][1,2,4]triazin-2-yl)benzoic acid FC1=C(C(=O)O)C=CC(=C1)C1C=NC=2N(N1C)C(=CN2)CC=2C=C1C=CC=NC1=CC2